N[C@@H]1CCCC12CCN(CC2)C=2C(=NC(=C(N2)C)SC2=C(C(=CC=C2)Cl)Cl)NCCO (R)-2-((3-(1-amino-8-azaspiro[4.5]decan-8-yl)-6-((2,3-dichlorophenyl)thio)-5-methylpyrazin-2-yl)amino)ethan-1-ol